(2R,4S)-1-[(2R)-2-(4-cyclopropyl-triazol-1-yl)-3,3-dimethyl-butyryl]-4-hydroxy-N-(5-methyltetrahydrofuran-3-yl)pyrrolidine-2-carboxamide C1(CC1)C=1N=NN(C1)[C@@H](C(=O)N1[C@H](C[C@@H](C1)O)C(=O)NC1COC(C1)C)C(C)(C)C